2-methyl-4-hydroxymethyl-6-tertiary butyl-phenol CC1=C(C(=CC(=C1)CO)C(C)(C)C)O